Hydroxyphenyl-pyrazol OC=1C(=NNC1)C1=CC=CC=C1